CC1=CN=C(S1)C1=CC(=CC2=C1OCC(N2CC2CCOCC2)=O)C(=O)N[C@H](C)C=2C=NC(=NC2)C(F)(F)F (R)-8-(5-methylthiazol-2-yl)-3-oxo-4-((tetrahydro-2H-pyran-4-yl)methyl)-N-(1-(2-(trifluoromethyl)pyrimidin-5-yl)ethyl)-3,4-dihydro-2H-benzo[b][1,4]oxazine-6-carboxamide